4-(7-(3-morpholinopropoxy)naphthalen-2-yl)phenol O1CCN(CC1)CCCOC1=CC=C2C=CC(=CC2=C1)C1=CC=C(C=C1)O